(R)-3-(benzofuran-7-yloxy)-N,N-dimethyl-3-(thiophen-2-yl)propan-1-amine O1C=CC2=C1C(=CC=C2)O[C@H](CCN(C)C)C=2SC=CC2